(R)-(4-(3-(2,4-Difluoro-3-(methoxymethoxy)-5-(trifluoromethyl)phenyl)-1-methyl-1H-pyrazolo[3,4-d]pyrimidin-6-yl)morpholin-2-yl)methanol FC1=C(C=C(C(=C1OCOC)F)C(F)(F)F)C1=NN(C2=NC(=NC=C21)N2C[C@@H](OCC2)CO)C